6-methyl-2,3-dihydrobenzofuran CC1=CC2=C(CCO2)C=C1